methyl (1R,2S,5S)-3-((S)-2-((S)-2-((tert-Butoxycarbonyl) amino) propionylamino)-3,3-dimethylbutyryl)-6,6-dimethyl-3-azabicyclo[3.1.0]hexane-2-carboxylate C(C)(C)(C)OC(=O)N[C@H](C(=O)N[C@H](C(=O)N1[C@@H]([C@H]2C([C@H]2C1)(C)C)C(=O)OC)C(C)(C)C)C